6-((4-(hydroxymethyl)-4-phenethylpiperidin-1-yl)methyl)-1,4-dihydro-2H-benzo[d][1,3]oxazin-2-one citrate C(CC(O)(C(=O)O)CC(=O)O)(=O)O.OCC1(CCN(CC1)CC1=CC2=C(NC(OC2)=O)C=C1)CCC1=CC=CC=C1